C(C)(C)(C)OC(=O)[C@](N)(CCCCNC(=O)OC(C)(C)C)C(=O)O 2,N6-bis(tert-butoxycarbonyl)-L-lysine